[Si](C)(C)(C(C)(C)C)OCCC[C@@H](C)OC1=C(C=CC(=C1F)C)S(=O)(=O)N1[C@@H](CCC1)C(=O)OC Methyl ((2-(((R)-5-((tert-butyldimethylsilyl)oxy)pentan-2-yl)oxy)-3-fluoro-4-methylphenyl)sulfonyl)-L-prolinate